N[C@H](C(NCCOCCOCCOCCOCCOCCOCCOC)=O)CC (25S)-25-amino-24-oxo-2,5,8,11,14,17,20-heptaoxa-23-azaheptacosane